(S)-(5-Chloro-1-methyl-3-(5-methylisoxazol-3-yl)-1H-pyrazol-4-yl)(3-((isopentylamino)methyl)piperidin-1-yl)methanone ClC1=C(C(=NN1C)C1=NOC(=C1)C)C(=O)N1C[C@@H](CCC1)CNCCC(C)C